2-(2-(3'-(3-(6-oxa-2-azaspiro[3.4]oct-2-yl)propoxy)-2,2'-dimethyl-[1,1'-biphenyl]-3-yl)-6,7-dihydrothiazolo[5,4-c]pyridin-5(4H)-yl)ethanol C1N(CC12COCC2)CCCOC=2C(=C(C=CC2)C2=C(C(=CC=C2)C=2SC=1CN(CCC1N2)CCO)C)C